9-chloro-7-(2,6-difluorophenyl)-7H-pyrimido[5,4-d][2]benzazepin ClC1=CC2=C(C3=C(C=NC2C2=C(C=CC=C2F)F)C=NC=N3)C=C1